((naphthalen-2-yl)imino)-4-(2,4-difluorophenyl)thiazole C1=C(C=CC2=CC=CC=C12)N=S1C=NC(=C1)C1=C(C=C(C=C1)F)F